C(C)(C)(C)OC(=O)N1CC(CC1)NC1=C(C=C(C=C1)Br)[N+](=O)[O-] 3-((4-bromo-2-nitrophenyl)amino)pyrrolidine-1-carboxylic acid (R)-tert-butyl ester